3-(2-(ethyl (propyl) amino) ethyl)-1H-indol-4-yl propionate C(CC)(=O)OC1=C2C(=CNC2=CC=C1)CCN(CCC)CC